hypophosphite aluminum salt [Al+3].[PH2](=O)[O-].[PH2](=O)[O-].[PH2](=O)[O-]